3-(5-([1,1'-Biphenyl]-3-yl)-1,2,4-oxadiazol-3-yl)pyrrolidine-1-carbonitrile C1(=CC(=CC=C1)C1=NC(=NO1)C1CN(CC1)C#N)C1=CC=CC=C1